COC(C(C(C)C)C1=CC(=NO1)OCCCCC(OC)OC)=O 2-[3-(5,5-dimethoxypentoxy)isoxazol-5-yl]-3-methyl-butyric acid methyl ester